ethyl-3-hydroxymethyl-oxetane C(C)C1OCC1CO